tert-butyl 3-((5S,8S)-1-(9H-fluoren-9-yl)-5,8-dimethyl-3,6,9-trioxo-2-oxa-4,7,10-triazaundecan-11-yl)azetidine-1-carboxylate C1=CC=CC=2C3=CC=CC=C3C(C12)COC(N[C@H](C(N[C@H](C(NCC1CN(C1)C(=O)OC(C)(C)C)=O)C)=O)C)=O